(2R,3R,4R)-2-(6-Amino-2-(hex-1-yn-1-yl)-8-(thiophen-2-yl)-9H-purin-9-yl)tetrahydrofuran-3,4-diol NC1=C2N=C(N(C2=NC(=N1)C#CCCCC)[C@@H]1OC[C@H]([C@H]1O)O)C=1SC=CC1